C1(=CC=C(C=C1)C#CC1=CC=C(C=C1)[C@H](C)N)C#CC1=CC=C(C=C1)[C@H](C)N (1S,1'S)-1,1'-((1,4-phenylenebis(ethyne-2,1-diyl))bis(4,1-phenylene))bis(ethan-1-amine)